C(C1=CC=CC=C1)OC1(CC1)C(=O)OC methyl 1-(benzyloxy)cyclopropane-1-carboxylate